S-[2-(3,4-dichlorophenyl)ethyl] ethanethioate C(C)(SCCC1=CC(=C(C=C1)Cl)Cl)=O